(2S,5R)-N-[3-cis-(trifluoromethoxymethyl)cyclobutyl]-5-[[2-[4-(trifluoromethyl)phenoxy]acetyl]amino]tetrahydropyran FC(OCC1(CCC1)N([C@@H]1CCCOC1)C(COC1=CC=C(C=C1)C(F)(F)F)=O)(F)F